C(C)(C)C(C(=O)OCC)C(C(=O)OCC)C(C)C diethyl 2,3-diisopropyl-succinate